CC1=NN(C=C1NC1=NC=C(C(=N1)NCCCN1C(OCCC1)=O)C(F)(F)F)C1CC2CCC(C1)N2C 3-(3-((2-((3-methyl-1-(8-methyl-8-azabicyclo[3.2.1]octan-3-yl)-1H-pyrazol-4-yl)amino)-5-(trifluoromethyl)pyrimidin-4-yl)amino)propyl)-1,3-oxazinan-2-one